2-hydroxy-2-(4-bromophenyl)propane OC(C)(C)C1=CC=C(C=C1)Br